C(C1=CC=CC=C1)OC(C1=C(C(=CC=C1)C1CCC(CC1)OCCN1C(C2=CC=CC=C2C1=O)=O)NC)=O ((1r,4r)-4-(2-(1,3-dioxoisoindolin-2-yl)ethoxy)cyclohexyl)(methyl)aminoBenzoic acid benzyl ester